CC1=CN(C=2C=C(C=C(C12)C(=O)N)C=1C=NC(=CC1)N1CCN(CC1)C)C(C)C 3-methyl-6-[6-(4-methylpiperazin-1-yl)pyridin-3-yl]-1-propan-2-yl-indole-4-carboxamide